O=C1NC(CCC1N1C(C2=CC=C(C=C2C1)N1CCN(CC1)C(CCCCCC1=NC(=NO1)C1=C(C=C(C=N1)NC(=O)NC=1C=NC=2N(C1C(C)C)N=CC2)C)=O)=O)=O 1-[6-[5-[6-[4-[2-(2,6-dioxo-3-piperidyl)-1-oxo-isoindolin-5-yl]piperazin-1-yl]-6-oxo-hexyl]-1,2,4-oxadiazol-3-yl]-5-methyl-3-pyridyl]-3-(7-isopropylpyrazolo[1,5-a]pyrimidin-6-yl)urea